5-(2-Chloro-trifluoroprop-1-en-1-yl)-2-(2-(ethylsulfonyl)-4-(trifluoromethyl)phenyl)-1-methyl-1H-imidazole ClC(=CC1=CN=C(N1C)C1=C(C=C(C=C1)C(F)(F)F)S(=O)(=O)CC)C(F)(F)F